C1(CC1)NC(C1=C(C=C(C=C1)F)SC1=CC=C2C(=CN(C2=C1)C1OCCCC1)\C=C\C1=NC=C(C=C1)CN1CCCC1)=O N-cyclopropyl-4-fluoro-2-[3-[(trans)-2-[5-(pyrrolidin-1-ylmethyl)-2-pyridyl]vinyl]-1-Tetrahydropyran-2-ylindol-6-yl]sulfanylbenzamide